CN1[C@@H](CN(CC1)C)C=1N=C2N(C=C(N=C2)NC(=O)C2=CC=C3C(=NN(C3=C2)C)C)C1 |o1:2| rel-N-{2-[(2S)-1,4-dimethylpiperazin-2-yl]imidazo[1,2-a]pyrazin-6-yl}-1,3-dimethyl-1H-indazole-6-carboxamide